C(C1=CC=CC=C1)C1=CC=CC(=N1)C1OCCN(C1)C(CCC1=CC=C(C=C1)F)=O 1-(2-(6-benzylpyridin-2-yl)morpholino)-3-(4-fluorophenyl)propan-1-one